CC(=CCO)C=C=CCC 3-methylocta-2,4,5-trien-1-ol